CC1=C[C@@]23CC[C@H]4[C@]([C@@H]2CC[C@@H]1C3)(CCCC4(C)C)C ent-kaur-15-ene